5-[2-(3-ethoxyphenyl)ethynyl]pyridine C(C)OC=1C=C(C=CC1)C#CC=1C=CC=NC1